4-((1R,3R)-3-(but-2-ynamido)cyclopentyl)-5-fluoro-2,3-dimethyl-1H-indole-7-carboxamide C(C#CC)(=O)N[C@H]1C[C@@H](CC1)C1=C2C(=C(NC2=C(C=C1F)C(=O)N)C)C